1-methyl-3,4-dihydro-2H-quinoline-6-carboxylic acid CN1CCCC2=CC(=CC=C12)C(=O)O